OCC(NCCCS(=O)(=O)O)(CO)CO N-[Tris(hydroxymethyl)methyl]-3-aminopropansulfonic acid